ClC1=CC=2C3=C(C(=NC2C(=C1C1=CC(=CC2=CC=CC=C12)O)F)N1CC(C1)N(C)C)N=CN3C3C1CN(C3C1)C(=O)OC(C)(C)C tert-butyl (endo)-5-(8-chloro-4-(3-(dimethylamino)azetidin-1-yl)-6-fluoro-7-(3-hydroxynaphthalen-1-yl)-1H-imidazo[4,5-c]quinolin-1-yl)-2-azabicyclo[2.1.1]hexane-2-carboxylate